1-((2H-1,2,3-triazol-2-yl)methyl)-3-methyl-6-azabicyclo[3.1.1]heptane trifluoroacetate FC(C(=O)O)(F)F.N=1N(N=CC1)CC12CC(CC(N1)C2)C